triazolothiadiazine C1=C2C(=NN=N2)SN=N1